COC1=CC=C(C=C1)C(C#CC1=CC=CC=C1)NC1=NC=CC=C1 N-(1-(4-methoxyphenyl)-3-phenylprop-2-yn-1-yl)pyridin-2-amine